7-Isopropoxy-2-(1-methyl-2-oxabicyclo[2.2.1]heptan-4-yl)-N-(4-(trifluoromethyl)thiazol-2-yl)imidazo[1,2-a]pyridine-6-carboxamide C(C)(C)OC1=CC=2N(C=C1C(=O)NC=1SC=C(N1)C(F)(F)F)C=C(N2)C21COC(CC2)(C1)C